1-decyl-6-oxopiperidine-2-carboxylic acid C(CCCCCCCCC)N1C(CCCC1=O)C(=O)O